5-cyano-2-nitrobenzoic acid C(#N)C=1C=CC(=C(C(=O)O)C1)[N+](=O)[O-]